C(C)OC(=O)C=1C=CC=2N(C1)N=C(C2C)C2=CC=1C(=NC(=CC1)Cl)N2CC2CC2 Ethyl-2-(6-chloro-1-(cyclopropylmethyl)-1H-pyrrolo[2,3-b]pyridin-2-yl)-3-methylpyrazolo[1,5-a]pyridine-6-carboxylate